N1(CCOCC1)CCBr 2-(4-morpholinyl)ethyl bromide